5-[2-[[4-[5-(Difluoromethyl)-1,3,4-oxadiazol-2-yl]-2-fluorophenyl]methyl]tetrazol-5-yl]-1-methylbenzimidazole-2-amine FC(C1=NN=C(O1)C1=CC(=C(C=C1)CN1N=C(N=N1)C1=CC2=C(N(C(=N2)N)C)C=C1)F)F